prop-2-enyl 1,1,3-trioxo-1,2-thiazolidine-2-carboxylate O=S1(N(C(CC1)=O)C(=O)OCC=C)=O